1-(2-iodophenyl)-5-methoxy-1H-indole IC1=C(C=CC=C1)N1C=CC2=CC(=CC=C12)OC